BrC=1C=C2C=NC(=NC2=CC1C)NC1CCN(CC1)C(=O)OC(C)(C)C tert-butyl 4-[(6-bromo-7-methylquinazolin-2-yl)amino]piperidine-1-carboxylate